C(CCC(=O)O)(=O)N=[N+]=[N-] succinic acid monoazide